FC=1C(=NC(=NC1)C1=CC=C2C=C(NC2=C1)C=1SC=CN1)NC1=CC(=C(C=C1)C=1C=NNC1)F 5-fluoro-N-(3-fluoro-4-(1H-pyrazol-4-yl)phenyl)-2-(2-(thiazol-2-yl)-1H-indol-6-yl)pyrimidin-4-amine